ClCN1CCC(C(=C1)C(F)F)=O 1-(chloromethyl)-5-(difluoromethyl)-4-oxo-3H-pyridine